manganese silicon oxide iron [Fe].[Si]=O.[Mn]